NC1=C(C=C(N=N1)C1=C(C=CC=C1)O)N1CCNCCC1 2-[6-amino-5-(1,4-diazepan-1-yl)pyridazin-3-yl]phenol